CC1=NC(=CC(=C1)C=1C=C(C=CC1)C=1N=C(SC1)NC(=O)[C@H]1N(CC1)C(=O)C1=CN(C=C1)S(=O)(=O)C)C (S)-N-(4-(3-(2,6-dimethylpyridin-4-yl)phenyl)thiazol-2-yl)-1-(1-(methylsulfonyl)-1H-pyrrole-3-carbonyl)azetidine-2-carboxamide